[N+](#[C-])C1=C(C=CC=C1)N(C1=C(C=CC=C1)C1=CC=CC=C1)C N-(2-isocyano-phenyl)-N-methyl-2-phenylaniline